N-{3-[4-(Azetidin-1-yl)-6-phenylfuro[2,3-d]pyrimidin-5-yl]phenyl}prop-2-enamide N1(CCC1)C=1C2=C(N=CN1)OC(=C2C=2C=C(C=CC2)NC(C=C)=O)C2=CC=CC=C2